salicylic acid, sulfanylamide SNC(C=1C(O)=CC=CC1)=O